CN1CCN(CC1)C1=CC=C2C(=CNC2=C1)C([C@H](C1=CC=CC=C1)NCCC1=CC=C(C#N)C=C1)=O |r| (S)- and (R)-4-(2-((2-(6-(4-Methylpiperazin-1-yl)-1H-indol-3-yl)-2-oxo-1-phenylethyl)amino)ethyl)benzonitrile